7-bromo-1H-benzo[c]indol-2-one BrC1=CC=CC23C1=CN=C3C=CC(C2)=O